2-(6-(azetidin-3-yl)pyridazin-3-yl)-5-(2-methyl-2H-indazol-5-yl)phenol N1CC(C1)C1=CC=C(N=N1)C1=C(C=C(C=C1)C1=CC2=CN(N=C2C=C1)C)O